1-methylthio-4-(dichloromethyl)benzene CSC1=CC=C(C=C1)C(Cl)Cl